CS(=O)(=O)C1=CC=C(C=C1)NC(CO)CO (1R,2R)-p-methyl-sulfonyl-phenylserinol